CCCCO[Si](OC)(OC)N[Si](OC)(OC)OCCCC bis(3-propyl-trimethoxysilyl)amine